NC=1N=C(SC1C(=O)C=1C=NC(=CC1)Br)NC1=CC=C(C=C1)F [4-amino-2-(4-fluoroanilino)-1,3-thiazol-5-yl](6-bromopyridin-3-yl)methanone